2-[2-[(1S,4aR,5R,8aS)-5-[(1S)-2,2-difluoro-1-hydroxy-ethyl]-1-methyl-3,4,4a,5,6,7,8,8a-octahydro-1H-isoquinolin-2-yl]-2-oxo-ethyl]-3-chloro-4-methoxy-benzonitrile FC([C@@H](O)[C@H]1[C@@H]2CCN([C@H]([C@H]2CCC1)C)C(CC1=C(C#N)C=CC(=C1Cl)OC)=O)F